(6-((4-(1-isopropyl-1H-benzo[d][1,2,3]triazol-6-yl)pyridin-2-yl)amino)pyridin-3-yl)(morpholinyl)methanone C(C)(C)N1N=NC2=C1C=C(C=C2)C2=CC(=NC=C2)NC2=CC=C(C=N2)C(=O)N2CCOCC2